3-hydroxy-2-(((4-((4-(morpholinomethyl)phenyl)ethynyl)phenyl)amino)methyl)-4H-pyran-4-one OC1=C(OC=CC1=O)CNC1=CC=C(C=C1)C#CC1=CC=C(C=C1)CN1CCOCC1